C1(CC1)C=CC=O 3-cyclopropylacrylaldehyde